2-((3,5-dichloro-4-(4-hydroxy-3-isopropylbenzyl)phenyl)sulfonyl)acetic acid ClC=1C=C(C=C(C1CC1=CC(=C(C=C1)O)C(C)C)Cl)S(=O)(=O)CC(=O)O